2-(7-Bromo-5-chloro-2,3-dihydrobenzofuran-4-yl)acetonitrile BrC1=CC(=C(C=2CCOC21)CC#N)Cl